BrC=1SC2=C(N1)CCCC2 2-bromo-4,5,6,7-tetrahydro-1,3-benzothiazole